(Methylcyclohexyl)aminobutan CC1(CCCCC1)NCCCC